BrC1=CC=C(C(=N1)N1CCC2(CC2)CC1)[N+](=O)[O-] 6-(6-bromo-3-nitro-2-pyridinyl)-6-azaspiro[2.5]octane